(6bR,10aS)-3-methyl-6b,7,8,9,10,10a-hexahydro-1H-pyrido[3',4':4,5]pyrrolo[1,2,3-de]quinoxalin-2(3H)-One CN1C(CN2C=3C(=CC=CC13)[C@H]1[C@@H]2CCNC1)=O